2-chloro-5-methyl-thiadiazole ClN1SC(=CN1)C